N-[2-(4-formylcyclohexyl)-6-methoxy-indazol-5-yl]-2-(2-methyl-4-pyridyl)oxazole-4-carboxamide C(=O)C1CCC(CC1)N1N=C2C=C(C(=CC2=C1)NC(=O)C=1N=C(OC1)C1=CC(=NC=C1)C)OC